CC(CCCC)OC(C1=CC=CC=C1)OC1=C(SC=C1)C(=O)NC=1C=NC=CC1 3-((2-hexyloxy)benzyloxy)-N-(pyridin-3-yl)thiophene-2-carboxamide